2-(5-fluoro-4-(trifluoromethyl)pyridin-2-yl)-2,8-diazaspiro[4.5]decane hydrochloride Cl.FC=1C(=CC(=NC1)N1CC2(CC1)CCNCC2)C(F)(F)F